(R)-N'-((4-fluoro-2-isopropyl-6-(pyridin-4-yl)phenyl)carbamoyl)-6,7-dihydro-5H-pyrazolo[5,1-b][1,3]oxazine-3-sulfonimidamide FC1=CC(=C(C(=C1)C1=CC=NC=C1)NC(=O)N=[S@](=O)(N)C=1C=NN2C1OCCC2)C(C)C